1-((4-((3-chloro-4-fluorophenyl)(4-nitrobenzyl)amino)-7-methoxyquinazolin-6-yl)oxy)-N-(2-(2,6-dioxopiperidin-3-yl)-1-oxoisoindolin-4-yl)-3,6,9,12,15-pentaoxaoctadecane-18-amide ClC=1C=C(C=CC1F)N(C1=NC=NC2=CC(=C(C=C12)OCCOCCOCCOCCOCCOCCC(=O)NC1=C2CN(C(C2=CC=C1)=O)C1C(NC(CC1)=O)=O)OC)CC1=CC=C(C=C1)[N+](=O)[O-]